(3-(difluoromethyl)imidazo[1,2-b]pyridazin-6-yl)-2-isobutyl-7H-pyrrolo[2,3-d]pyrimidine FC(C1=CN=C2N1N=C(C=C2)C=2C1=C(N=C(N2)CC(C)C)NC=C1)F